N-(2-Chloro-3-(4,4,5,5-tetramethyl-1,3,2-dioxaborolan-2-yl)phenyl)-1,3-dimethyl-2,4-dioxo-1,2,3,4-tetrahydropyrimidine-5-carboxamide ClC1=C(C=CC=C1B1OC(C(O1)(C)C)(C)C)NC(=O)C=1C(N(C(N(C1)C)=O)C)=O